B(O)(O)C=1C=CC(=C(C(=O)O)C1)F 5-borono-2-fluorobenzoic acid